3-(1,1-difluoroethyl)oxetane-3-carboxylic acid FC(C)(F)C1(COC1)C(=O)O